FC1=C(C=CC(=C1)C1=C2C(=NC=C1)NC(=N2)C2=CC=NN2C)CN (2-fluoro-4-(2-(1-methyl-1H-pyrazol-5-yl)-3H-imidazo[4,5-b]pyridin-7-yl)phenyl)methanamine